COC(CN1C(CN(CC1)C1=CC=C(C=N1)C=1C=C2C(=NC1)NC=C2C(C2=C(C(=CC=C2F)NS(N(C)CC)(=O)=O)F)=O)=O)OC 5-[6-[4-(2,2-dimethoxyethyl)-3-oxo-piperazin-1-yl]-3-pyridyl]-3-[3-[[ethyl(methyl)sulfamoyl]amino]-2,6-difluoro-benzoyl]-1H-pyrrolo[2,3-b]pyridine